(3R)-3-(4-chlorophenyl)-2-[(5-chloropyrimidin-2-yl)methyl]-4-fluoro-6-[1-(4-fluoro-1-methylpiperidin-4-yl)-1-hydroxypropyl]-3-methoxy-2,3-dihydro-1H-isoindol-1-one-hydrochloride Cl.ClC1=CC=C(C=C1)[C@@]1(N(C(C2=CC(=CC(=C12)F)C(CC)(O)C1(CCN(CC1)C)F)=O)CC1=NC=C(C=N1)Cl)OC